S-(3-carbamoylsulfanyl-2-(dimethylamino) propyl) carbamothioate hydrochloride Cl.C(N)(SCC(CSC(N)=O)N(C)C)=O